FC1=CC=C(C=C1)CN(C(=O)C=1NC(C=CC1)=O)C1=NN(C=C1)C N-[(4-fluorophenyl)methyl]-N-(1-methyl-1H-pyrazol-3-yl)-6-oxo-1,6-dihydropyridine-2-carboxamide